OC1=CC=C(C=C1)N1C(=O)C2C3C=CC(C2C1=O)C3 N-p-hydroxyphenyl-5-norbornene-2,3-dicarboximide